[2-(4-cyclopropyl-6-methoxy-pyrimidin-5-yl)-5H-pyrrolo[3,2-d]pyrimidin-7-yl]-[4-[1-(oxetan-3-yl)-4-(trifluoromethyl)imidazol-2-yl]phenyl]methanol C1(CC1)C1=NC=NC(=C1C=1N=CC2=C(N1)C(=CN2)C(O)C2=CC=C(C=C2)C=2N(C=C(N2)C(F)(F)F)C2COC2)OC